3-(4-Acetylpiperazin-1-yl)-2-(1-(4-amino-3-(2,3-difluoro-4-methoxyphenyl)-1H-pyrazolo[3,4-d]pyrimidin-1-yl)ethyl)-5-chloroquinazolin-4(3H)-one C(C)(=O)N1CCN(CC1)N1C(=NC2=CC=CC(=C2C1=O)Cl)C(C)N1N=C(C=2C1=NC=NC2N)C2=C(C(=C(C=C2)OC)F)F